N-methylene diacrylate C(C=C)(=O)OCOC(C=C)=O